CN1C(N(C2=C1C(=CC=C2)C#CCN2CCOC1(C2)CCNCC1)C1C(NC(C(C1)=O)=O)=O)=O 3-[3-Methyl-4-[3-(1-oxa-4,9-diazaspiro[5.5]undecan-4-yl)prop-1-ynyl]-2-oxo-benzimidazol-1-yl]piperidine-2,6-dioneON